CC(N[Ti])C (dimethylmethylamino)titanium